C1(=CC=CC2=CC=CC=C12)NCCN α-naphthylethylenediamine